1-(2,2-difluoroethyl)-6-(2-(5-fluoro-2-methyl-6-(trifluoromethyl)pyrimidin-4-yl)-2,6-diazaspiro[3.4]octan-6-yl)-1H-pyrazolo[3,4-b]pyrazine FC(CN1N=CC=2C1=NC(=CN2)N2CC1(CN(C1)C1=NC(=NC(=C1F)C(F)(F)F)C)CC2)F